C(C)(C)C1=C2C(=NC=C1)C=CS2 7-isopropyl-thieno[3,2-b]pyridine